C(C1=CC=CC=C1)N1CCC(=C(C1)C)C1=CC(=CC=C1)OC(F)(F)F 1-benzyl-5-methyl-4-(3-(trifluoromethoxy)phenyl)-1,2,3,6-tetrahydropyridine